CS(=O)O.C(CCC)N(CCCC)CCCC tributylamine methanesulfinate salt